2-(4-aminopiperidin-1-yl)-N-((2-(1-(tert-butyl)-1H-pyrazol-4-yl)pyridin-3-yl)methyl)-9-isopropyl-9H-purin-6-amine NC1CCN(CC1)C1=NC(=C2N=CN(C2=N1)C(C)C)NCC=1C(=NC=CC1)C=1C=NN(C1)C(C)(C)C